N1CC[C@@H](CCC1)CNC1=NN(C(=C1)C1=CC(=C(C#N)C=C1)F)C1=CC=C(C=C1)N1CCC(CC1)OC 4-[3-({[(4R)-azepan-4-yl]methyl}amino)-1-[4-(4-methoxypiperidin-1-yl)phenyl]-1H-pyrazol-5-yl]-2-fluorobenzonitrile